(2S)-2-amino-2-cyclohexyl-N-(5-(3-methoxy-1-((S)-2-carbonyl-4-(trifluoromethyl)imidazolidin-1-yl)propyl)thiazol-2-yl)acetamide hydrochloride Cl.N[C@H](C(=O)NC=1SC(=CN1)C(CCOC)N1C(N[C@@H](C1)C(F)(F)F)=C=O)C1CCCCC1